1,3-dimethyl-1,3,5-triazin-2-one CN1C(N(CN=C1)C)=O